3-((13S,15R)-4-fluoro-13-methyl-17-oxo-7,8,9,11,12,13,14,15,16,17-decahydro-6H-cyclopenta[a]phenanthren-15-yl)-N-(5-isopropylpyridin-2-yl)propanamide FC1=CC=CC=2C3CC[C@@]4(C(C[C@H](C4C3CCC12)CCC(=O)NC1=NC=C(C=C1)C(C)C)=O)C